FC1(CCC2=C1N=C(N=C2C=2C=C(C=CC2)[S@](=O)(C)=N)N2[C@H]([C@@H](C2)O)C)F (R)-(3-(7,7-difluoro-2-((2S,3R)-3-hydroxy-2-methylazetidin-1-yl)-6,7-dihydro-5H-cyclopenta[d]pyrimidin-4-yl)phenyl)(imino)(methyl)-λ6-sulfanone